FC(OC1=CC=C(C=N1)NC1=NC=CC(=N1)C(=O)NC=1C=NC=CC1C1CCOCC1)F 2-((6-(difluoromethoxy)pyridin-3-yl)amino)-N-(4-(tetrahydro-2H-pyran-4-yl)pyridin-3-yl)pyrimidine-4-carboxamide